1-(6-amino-hexyl)pseudouridine triphosphate P(O)(=O)(OP(=O)(O)OP(=O)(O)O)OC[C@@H]1[C@H]([C@H]([C@@H](O1)C1=CN(C(=O)NC1=O)CCCCCCN)O)O